methyl cis-2-((((CIS)-4-phenylcyclohexyl)oxy)methyl)-3-(4-(prop-1-en-2-yl)-1H-pyrazol-3-yl)piperidine-1-carboxylate C1(=CC=CC=C1)[C@H]1CC[C@H](CC1)OC[C@@H]1N(CCC[C@@H]1C1=NNC=C1C(=C)C)C(=O)OC